O1CCN(CC1)C1=NC=CC2=C1C=C(N2)C2=CC=C(C=C2)NC=2C=NC(=NC2)N2CCN(CC2)C(C=C)=O 1-(4-(5-((4-(4-morpholino-1H-pyrrolo[3,2-c]pyridin-2-yl)phenyl)amino)pyrimidin-2-yl)piperazin-1-yl)prop-2-en-1-one